O[C@H]1[C@H](O[C@@]2([C@@H]([C@H]1N1N=NC(=C1)C1=CC(=C(C(=C1)F)F)F)O)CN(CCC2)C(=O)C2=CC=CC=C2)CO ((2R,3R,4S,5R,6R)-3,5-dihydroxy-2-(hydroxymethyl)-4-(4-(3,4,5-trifluorophenyl)-1H-1,2,3-triazol-1-yl)-1-oxa-8-azaspiro[5.5]undecan-8-yl)(phenyl)methanone